1-(3-(3-(4-chlorophenyl)-4-oxo-3,4-dihydro-phthalazin-1-yl)phenyl)cyclopropane-1-carboxamide ClC1=CC=C(C=C1)N1N=C(C2=CC=CC=C2C1=O)C=1C=C(C=CC1)C1(CC1)C(=O)N